2-((3-(2,6-Dioxopiperidin-3-yl)-1-methyl-1H-indazol-6-yl)oxy)-N-(2-methyl-thiazol-5-yl)acetamide O=C1NC(CCC1C1=NN(C2=CC(=CC=C12)OCC(=O)NC1=CN=C(S1)C)C)=O